C(CCCCCCCCCCCCCCCCCCCCCCC)(=O)[O-].[Ag+] silver tetracosanate